tert-butyl 2-(3-fluoro-1-isopropyl-1H-indazol-7-yl)acetate FC1=NN(C2=C(C=CC=C12)CC(=O)OC(C)(C)C)C(C)C